1-Bromo-2-fluoro-4-iodo-5-methyl-benzene BrC1=C(C=C(C(=C1)C)I)F